COC(=O)[C@@H]1CN(CC[C@H]1NC(=O)C1=CC(=NO1)C1=C(C=C(C=C1)F)F)C1C(CCC1)C |r| rac-(3R,4R)-1-(2-methyl-cyclopentyl)-4-{[3-(2,4-difluoro-phenyl)-isoxazole-5-carbonyl]-amino}-piperidine-3-carboxylic acid methyl ester